(1R,2S,5S)-N-((2S)-4-amino-3-hydroxy-4-oxo-1-((S)-2-oxopyrrolidin-3-yl)butan-2-yl)-3-((S)-3,3-dimethyl-2-pivalamidobutanoyl)-6,6-dimethyl-3-azabicyclo[3.1.0]hexane-2-carboxamide NC(C([C@H](C[C@H]1C(NCC1)=O)NC(=O)[C@@H]1[C@H]2C([C@H]2CN1C([C@H](C(C)(C)C)NC(C(C)(C)C)=O)=O)(C)C)O)=O